N1N=CC2=CC(=CC=C12)N 1H-indazol-5-amin